C(C)C1(COC1)COCC1=CC=C(C=C1)C1=CC=C(C=C1)COCC1(COC1)CC bis{[(3-ethyl-3-oxetanyl)methoxy]methyl}biphenyl